7-((2S,3S,4R,5R)-3,4-bis(benzyloxy)-5-((benzyloxy)methyl)tetrahydrofuran-2-yl)-N-cyclopentyl-2-methylpyrrolo[2,1-f][1,2,4]triazin-4-amine C(C1=CC=CC=C1)O[C@H]1[C@@H](O[C@@H]([C@H]1OCC1=CC=CC=C1)COCC1=CC=CC=C1)C1=CC=C2C(=NC(=NN21)C)NC2CCCC2